tris(triphenylphosphine) ruthenium (II) dichloride [Ru](Cl)Cl.C1(=CC=CC=C1)P(C1=CC=CC=C1)C1=CC=CC=C1.C1(=CC=CC=C1)P(C1=CC=CC=C1)C1=CC=CC=C1.C1(=CC=CC=C1)P(C1=CC=CC=C1)C1=CC=CC=C1